dioctyl-tin bis(2-ethylhexyl maleate) C(C)C(C/C(/C(=O)[O-])=C/C(=O)[O-])CCCC.C(C)C(C/C(/C(=O)[O-])=C/C(=O)[O-])CCCC.C(CCCCCCC)[Sn+4]CCCCCCCC